CS/C(=C/C(=O)C1=NC=CC=C1)/NC1=NC=CC(=C1)C1=CC=CC=C1 (2E)-3-(methylsulfanyl)-3-[(4-phenylpyridin-2-yl)amino]-1-(pyridin-2-yl)prop-2-en-1-one